nitro-3,4-dihydro-2H-benzo[b][1,4]oxazin [N+](=O)([O-])C1CNC2=C(O1)C=CC=C2